1-(benzenesulfonyl)-5-[(tert-butyldimethylsilyl)oxy]-1H-indole C1(=CC=CC=C1)S(=O)(=O)N1C=CC2=CC(=CC=C12)O[Si](C)(C)C(C)(C)C